6-bromo-N-(4-methoxybenzyl)-1-methyl-1,2-dihydro-3H-benzo[e]Indole-3-carboximidamide 2,2,2-Trifluoroacetate salt FC(C(=O)O)(F)F.BrC1=CC=CC=2C=3C(CN(C3C=CC21)C(NCC2=CC=C(C=C2)OC)=N)C